NC1=C(N=CN1C(=O)NCC(C)(C)C)C(=O)N 5-amino-N1-neopentyl-1H-imidazole-1,4-dicarboxamide